(2S,3R)-1-[6-[1-(azetidin-3-yl)pyrazol-4-yl]-5-methoxy-imidazo[1,2-a]pyrazin-8-yl]-2-methyl-azetidin-3-ol N1CC(C1)N1N=CC(=C1)C=1N=C(C=2N(C1OC)C=CN2)N2[C@H]([C@@H](C2)O)C